tert-Butyl (1R,3r,5S)-3-(5-((1S,2R)-2-fluorocyclopropyl)isoxazole-3-carboxamido)-8-azabicyclo[3.2.1]octane-8-carboxylate F[C@H]1[C@@H](C1)C1=CC(=NO1)C(=O)NC1C[C@H]2CC[C@@H](C1)N2C(=O)OC(C)(C)C